4-(6-fluoroquinolin-4-yl)piperazin FC=1C=C2C(=CC=NC2=CC1)N1CCNCC1